C1(=CC=CC=C1)S(=O)(=O)N1C=CC=2C1=NC=C1C2N(C(=N1)C(F)(F)F)C1=CCNC=C1 4-(6-(Benzenesulfonyl)-2-(trifluoromethyl)imidazo[4,5-d]pyrrolo[2,3-b]pyridin-1(6H)-yl)-1H-pyridine